(6Ar)-3-hept-5-ynyl-9-methyl-6-methylidene-6a,7,8,10a-tetrahydrobenzo[c]chromen-1-ol C(CCCC#CC)C=1C=C(C=2C3[C@H](C(OC2C1)=C)CCC(=C3)C)O